CC1=C(C=2N(N=C1N1CC=3C=C(C=NC3CC1)NC1=C(C=NC=C1)C)C=NN2)C 6-(7,8-dimethyl-[1,2,4]triazolo[4,3-b]pyridazin-6-yl)-N-(3-methylpyridin-4-yl)-5,6,7,8-tetrahydro-1,6-naphthyridin-3-amine